C1(=CC(=C(CC1)C(C)C)O)C p-menthandienol